BrC1=C(C=2C(=NC=C3C2N(C(N3C)=O)C(C)C)N1S(=O)(=O)C1=CC=CC=C1)C1=CC=CC=C1 7-bromo-1-isopropyl-3-methyl-8-phenyl-6-(phenylsulfonyl)-3,6-dihydroimidazo[4,5-d]pyrrolo[2,3-b]pyridin-2(1H)-one